(3s,4r)-4-({6-ethynyl-5-fluoro-7-isopropylpyrrolo[2,1-f][1,2,4]triazin-2-yl}amino)oxan-3-ol C(#C)C=1C(=C2C=NC(=NN2C1C(C)C)N[C@H]1[C@@H](COCC1)O)F